2-(2-amino(ethoxy)ethoxy)propionic acid NC(COC(C(=O)O)C)OCC